ClC1=CN=CC(=N1)O[C@H]1CCN(CC12CC2)C(=O)OC(C)(C)C tert-butyl (S)-8-((6-chloropyrazin-2-yl)oxy)-5-azaspiro[2.5]octane-5-carboxylate